CC1=CN=CC=2N=C(N=C(C21)N)C2=CC=NC=C2 5-methyl-2-(pyridin-4-yl)pyrido[3,4-d]pyrimidin-4-amine